vinyl alcohol propionate C(CC)(=O)OC=C